9,9'-[2,2'-dimethyl-(1,1'-biphenyl)-4,4'-diyl]Bis-9H-carbazole tert-butyl-4-(2-(hydroxymethyl)-4-nitrophenyl)-3,6-dihydropyridine-1(2H)-carboxylate C(C)(C)(C)OC(=O)N1CCC(=CC1)C1=C(C=C(C=C1)[N+](=O)[O-])CO.CC1=C(C=CC(=C1)N1C2=CC=CC=C2C=2C=CC=CC12)C1=C(C=C(C=C1)N1C2=CC=CC=C2C=2C=CC=CC12)C